Normal Butyl Acetate C(C)(=O)OCCCC